S(N)(=O)(=O)C1=CC=C(C=C1)NS(=O)(=O)C1=CC2=C(C(=C(O2)CC)C(C2=CC(=C(C(=C2)Br)O)Br)=O)C=C1 3-(3,5-dibromo-4-hydroxy-benzoyl)-2-ethyl-benzofuran-6-sulfonic acid (4-sulfamoyl-phenyl)-amide